2-(2-((5-(3-(aminomethyl)phenyl)-2-methyl-2H-indazol-3-yl)methoxy)phenyl)acetic acid NCC=1C=C(C=CC1)C1=CC2=C(N(N=C2C=C1)C)COC1=C(C=CC=C1)CC(=O)O